OCCN1C(CCC1)=O N-(2-hydroxyethyl)-pyrrolidone